N-(2,2-diethoxyethyl)-5-hydroxy-N-(1-(4-methoxybenzyl)-1H-pyrazol-4-yl)-1-(6-methylpyridin-2-yl)-1H-pyrazole-3-carboxamide C(C)OC(CN(C(=O)C1=NN(C(=C1)O)C1=NC(=CC=C1)C)C=1C=NN(C1)CC1=CC=C(C=C1)OC)OCC